COC=1C=C(C=CC1)N1N=NC(=C1)CN1C(O[C@]2(C1)C[C@H](CCC2)CN2C=NC1=C2C=C(C=C1)C#N)=O 1-{[(5s,7s)-3-({1-[3-(methoxy)phenyl]-1H-1,2,3-triazol-4-yl}methyl)-2-oxo-1-oxa-3-azaspiro[4.5]decan-7-yl]methyl}-1H-benzimidazole-6-carbonitrile